N(=[N+]=[N-])CC1=CC(=CC=C1)F 1-(azidomethyl)-3-fluorobenzene